C(C)(C)(C)OC(=O)N1C(CC=CC1)OS(=O)(=O)C(F)(F)F ((trifluoromethanesulfonyl)oxy)-3,6-dihydropyridine-1(2H)-carboxylic acid tert-butyl ester